[K].NC1=CC=C(C=N1)/C=C/C(=O)NCC=1OC2=C(C1)C(=CC=C2OC)C2=CC=C(C=C2)S(=O)(=O)C2CNCCO2 (E)-3-(6-amino-pyridin-3-yl)-N-((7-methoxy-4-(4-(morpholino-sulfonyl)phenyl)benzofuran-2-yl)methyl)acrylamide potassium